NC=1C2=C(N=CN1)N(C=C2C2=CN=C(C=1N2C=CN1)NC(=O)NC1=NOC(=C1)C1(CC1)C(F)(F)F)C1CC1 1-(5-(4-amino-7-cyclopropyl-7H-pyrrolo[2,3-d]pyrimidin-5-yl)imidazo[1,2-a]pyrazin-8-yl)-3-(5-(1-(trifluoromethyl)-cyclopropyl)isoxazol-3-yl)urea